OCCN1C=C(C=2N(C(C=CC21)=O)C)C2=NC(=NC(=C2)OC2=CC=C(C=C2)C(F)(F)F)C 1-(2-hydroxyethyl)-4-methyl-3-{2-methyl-6-[4-(trifluoromethyl)-phenoxy]pyrimidin-4-yl}-1H,4H,5H-pyrrolo[3,2-b]pyridin-5-one